ZINC MANGANESE-IRON [Fe].[Mn].[Zn]